NC1=NC=CC=C1C1=NC=2C(=NC(=CC2)C=2C(=NC=CC2)C#N)N1C1=CC=C(CN2CCC(CC2)NC2=NC(=NC=C2)C#N)C=C1 4-((1-(4-(2-(2-aminopyridin-3-yl)-5-(2-cyanopyridin-3-yl)-3H-imidazo[4,5-b]pyridin-3-yl)benzyl)piperidin-4-yl)amino)pyrimidine-2-carbonitrile